C(CCCCCCCCCCCCCC)(=O)OC[C@@H](OC(CCCCCCC\C=C/CCCCCCCC)=O)COP(=O)(O)O 1-pentadecanoyl-2-oleoyl-sn-glycero-3-phosphate